NC(CC(=O)O)C1=C(C=CC=C1)[N+](=O)[O-] 3-Amino-3-(2-nitrophenyl)propanoic acid